S1C=CC=2C1=NC=1N(CCC=3C1N=C1C=CC=CC31)C2 6,7-dihydro-thieno[2'',3'':4',5']pyrimido[1',2':1,2]pyrido[3,4-B]indole